3,8-bis(6-phenyl-2-pyridyl)-1,10-phenanthroline C1(=CC=CC=C1)C1=CC=CC(=N1)C=1C=NC2=C3N=CC(=CC3=CC=C2C1)C1=NC(=CC=C1)C1=CC=CC=C1